1-[6-(2',7'-di-tert-butyl-9,9'-spirobi[9H-fluoren]-2-yl)pyridin-2-yl]-1,3,4,6,7,8-hexahydro-2H-pyrimido[1,2-a]pyrimidine C(C)(C)(C)C1=CC2=C(C=C1)C1=CC=C(C=C1C21C2=CC=CC=C2C=2C=CC(=CC12)C1=CC=CC(=N1)N1C=2N(CCC1)CCCN2)C(C)(C)C